N-methyl-6-(3-methyl-2,3,4,5-tetrahydropyridin-6-yl)pyridin-3-amine CNC=1C=NC(=CC1)C=1CCC(CN1)C